C(C)(C)(C)P(C=1C(C=CC1)[Fe])C(C)(C)C [2-(Di-tert-Butylphosphanyl)cyclopent-2,4-dien-1-yl]Iron